N1=C(C=CC=C1)NC(=N)N pyridin-2-yl-guanidine